N1=CC=NC2=CC(=C(C=C12)C(=O)[O-])C(=O)[O-] quinoxaline-6,7-dicarboxylate